[O-]S(=O)(=O)C(F)(F)F.C(C)[N+]1=CC(=CC=C1)CCC 1-ethyl-3-propylpyridinium triflate